(S)-N-((S)-1-cyano-2-((S)-2-oxopyrrolidin-3-yl)ethyl)-3-cyclohexyl-2-(3-(3,5-difluorophenyl)propan-amido)propenamide C(#N)[C@H](C[C@H]1C(NCC1)=O)NC(C(=CC1CCCCC1)NC(CCC1=CC(=CC(=C1)F)F)=O)=O